(S)-1-cyclopropyl-3-methylpiperazine C1(CC1)N1C[C@@H](NCC1)C